FC=1C=C(C=C(C1CN1C(NC=2C=NC=3N=C(C=CC3C21)OC)=O)F)S(=O)(=O)[N-]C(CC)=O.[Na+] Sodium ((3,5-difluoro-4-((7-methoxy-2-oxo-2,3-dihydro-1H-imidazo[4,5-c][1,8]naphthyridin-1-yl)methyl)phenyl)sulfonyl)(propionyl)amide